[4-[2-[(2S)-2-methylmorpholin-4-yl]ethoxy]phenyl]acetic acid C[C@H]1CN(CCO1)CCOC1=CC=C(C=C1)CC(=O)O